2-(5-hydroxypentyl)-8-(naphthalen-1-ylmethyl)-6-oxo-9-(3-(trifluoromethyl)phenyl)-3,4-dihydro-2H,6H-pyrido[1,2-e][1,2,5]thiadiazine-4-carboxylic acid 1,1-dioxide OCCCCCN1S(C=2N(C(C1)C(=O)O)C(C=C(C2C2=CC(=CC=C2)C(F)(F)F)CC2=CC=CC1=CC=CC=C21)=O)(=O)=O